ClC1=C(C=C(OCC(=O)NC23CC(C2)(C3)NC3=NC=CN=C3C)C=C1)F 2-(4-chloro-3-fluorophenoxy)-N-{3-[(3-methylpyrazin-2-yl)amino]bicyclo[1.1.1]pent-1-yl}acetamide